FC=1C(=NC(=NC1)N[C@@H]1CC[C@H](CC1)C(=O)[O-])C1=NC(=CC=C1)N1C(CCCC1)=O trans-4-[[5-fluoro-4-[6-(2-oxo-1-piperidyl)-2-pyridyl]pyrimidin-2-yl]amino]cyclohexanecarboxylate